N,N,N-trimethyl-ammonium C[NH+](C)C